Dimethylstearyl Salicylate C(C=1C(O)=CC=CC1)(=O)OCCCCCCCCCCCCCCCCCC(C)C